ClC1=C(C=CC(=C1)COC1CCN(CC1)C)CN (2-chloro-4-(((1-methylpiperidin-4-yl)oxy)methyl)phenyl)methylamine